N-butylimidazole C(CCC)N1C=NC=C1